NC1=CC=C(C(=N1)C1=C(C=C2C(=NC=NC2=C1)N1CCN(CC1)C(C=C)=O)Cl)CC(F)(F)F 1-(4-[7-[6-amino-3-(2,2,2-trifluoroethyl)pyridin-2-yl]-6-chloroquinazolin-4-yl]piperazin-1-yl)prop-2-en-1-one